3-methylglutaronitrile CC(CC#N)CC#N